N1-((1s,4s)-4-(5-ethynyl-2-((4-(4-methylpiperazin-1-yl)phenyl)amino)-7-oxopyrido[2,3-d]pyrimidin-8(7H)-yl)cyclohexyl)-N4,N4-dimethylsuccinamide C(#C)C1=CC(N(C=2N=C(N=CC21)NC2=CC=C(C=C2)N2CCN(CC2)C)C2CCC(CC2)NC(CCC(=O)N(C)C)=O)=O